[Na].C[Si](CCCS(=O)(=O)O)(C)C 3-(trimethylsilyl)-1-propanesulfonic acid sodium